C(C(=C)C)(=O)OC1=CC=CC=2C3=CC=CC=C3C3=CC=CC=C3C3=CC=CC=C3C12 tetraphenylenyl methacrylate